O=C1NC(CCC1N1C(C2=CC=CC(=C2C1=O)CNC(=O)C1[C@H]2[C@@H]([C@@H]([C@@H](C1)C2=O)O)O)=O)=O (1S,4R,5R,6S)-N-((2-(2,6-dioxopiperidin-3-yl)-1,3-dioxoisoindolin-4-yl)methyl)-5,6-dihydroxy-7-oxobicyclo[2.2.1]heptane-2-carboxamide